FC1=C(C(=O)O)C=CC=C1C1CN(CC1)C1=CC=CC=C1 2-fluoro-3-(1-phenylpyrrolidin-3-yl)benzoic acid